C1(CC(C(CC1)C(C)C)C(C(=O)N)C1CC(CCC1C(C)C)C)C dimenthyl-acetamide